CC(C)C1C(NC(N1)=O)=O 5-(2-propyl)hydantoin